tert-butyl (3-aminobenzyl)(5-cyclopropyl-3-isopropylpyrazolo[1,5-a]pyrimidin-7-yl)carbamate NC=1C=C(CN(C(OC(C)(C)C)=O)C2=CC(=NC=3N2N=CC3C(C)C)C3CC3)C=CC1